CC=1C(=NC=CC1)NC(=S)NC1=NC=CC=C1C 1,3-bis(3-methylpyridin-2-yl)thiourea